3-chloro-N-methyl-N-(2,2,2-trifluoro-1-(4-(trifluoromethyl)phenyl)ethyl)imidazo[1,2-a]pyridine-6-sulfonamide ClC1=CN=C2N1C=C(C=C2)S(=O)(=O)N(C(C(F)(F)F)C2=CC=C(C=C2)C(F)(F)F)C